BrC(C(=O)O)C1=CC(=CC=C1)OC 2-bromo-2-(3-methoxyphenyl)acetic acid